CNC(C1=C(C=CC=C1)NCC1=CC=C(C=C1)C)=O N-methyl-2-((4-methylbenzyl)amino)benzamide